2-[({4-[7-(aminocarbonyl)-2H-indazole-2-yl]phenyl}amino)carbonyl]-4-phenylpyrrolidinium NC(=O)C1=CC=CC2=CN(N=C12)C1=CC=C(C=C1)NC(=O)C1[NH2+]CC(C1)C1=CC=CC=C1